4-[2-(4-ethoxymethyl-4-phenethyl-piperidin-1-yl)-ethyl]Aniline C(C)OCC1(CCN(CC1)CCC1=CC=C(N)C=C1)CCC1=CC=CC=C1